2,4-diethylpentane-1,5-diol C(C)C(CO)CC(CO)CC